(1-(4-aminobutoxy)-2-butyl-4-hydroxy-1H-imidazo[4,5-c]quinolin-7-yl)dimethylphosphine oxide NCCCCON1C(=NC=2C(=NC=3C=C(C=CC3C21)P(C)(C)=O)O)CCCC